1-methyl-1-(2-(1-methyl-1H-imidazo[1,2-b]pyrazole-7-carbonyl)-2-azaspiro[3.3]heptan-6-yl)-3-(3-(2,2,2-trifluoroethyl)phenyl)urea CN(C(=O)NC1=CC(=CC=C1)CC(F)(F)F)C1CC2(CN(C2)C(=O)C2=C3N(N=C2)C=CN3C)C1